3-(8-hydroxypentadecyl)phenol OC(CCCCCCCC=1C=C(C=CC1)O)CCCCCCC